5-((4-(7-ethyl-[1,2,4]triazolo[1,5-a]pyridin-6-yl)piperidin-1-yl)sulfonyl)imidazo[2,1-b]thiazole C(C)C1=CC=2N(C=C1C1CCN(CC1)S(=O)(=O)C1=CN=C3SC=CN31)N=CN2